C[C@@H]1OCCN(C1)C1=C(C(=CC=C1)N)N (S)-3-(2-methylmorpholino)benzene-1,2-diamine